(R)-5-(4-((3-methoxypyrrolidin-1-yl)methyl)phenyl)-2-oxo-6-(trifluoromethyl)-1,2-dihydropyridine CO[C@H]1CN(CC1)CC1=CC=C(C=C1)C=1C=CC(NC1C(F)(F)F)=O